CC=1C=CC=C2C=CC=C(C12)[C@H]([C@@H](C=1OC(NN1)=O)NS(=O)(=O)C1=CC=CC=C1)C N-((1S,2R)-2-(8-methylnaphthalen-1-yl)-1-(5-oxo-4,5-dihydro-1,3,4-oxadiazol-2-yl)propyl)benzenesulfonamide